2-[2-Fluoro-4-(2-hydroxypropan-2-yl)phenyl]-N-[(3S)-9-fluoro-2-oxo-5-phenyl-1,3-dihydro-1,4-benzodiazepin-3-yl]pyrazolo[1,5-a]pyrimidine-3-carboxamide FC1=C(C=CC(=C1)C(C)(C)O)C1=NN2C(N=CC=C2)=C1C(=O)N[C@@H]1C(NC2=C(C(=N1)C1=CC=CC=C1)C=CC=C2F)=O